C(C)C1=C(C=CC(=C1)F)NC1=C(C(=O)OC)C=C(C=C1)C(F)(F)F methyl 2-((2-ethyl-4-fluorophenyl)-amino)-5-(trifluorometh-yl)benzoate